N-(4-(((R)-1-Hydroxy-4-methylpentan-2-yl)amino)-6-((R*)-2-(2,4,6-trifluorophenyl)propyl)-1,3,5-triazin-2-yl)methanesulfonamide OC[C@@H](CC(C)C)NC1=NC(=NC(=N1)C[C@@H](C)C1=C(C=C(C=C1F)F)F)NS(=O)(=O)C |o1:15|